2-methyl-5,11-dioxo-6,12-bis(ethoxycarbonyloxy)naphthonaphthalene CC=1C=CC2=C3C(C(C(=C2C1)OC(=O)OCC)=O)=C1C=CC=CC1=C(C3=O)OC(=O)OCC